C(C1=CC=CC=C1)OC(=O)N1[C@@H](CCCC1)C(=O)O (2S)-1-benzyloxycarbonyl-piperidine-2-carboxylic acid